C(CCCCC)C(CC(=O)OCC(COC(CC(CCCCCCCC)CCCCCC)=O)N1CCC2(CC1)CCN(CC2)CCCCO)CCCCCCCC 2-(9-(4-hydroxybutyl)-3,9-diazaspiro[5.5]undecan-3-yl)propane-1,3-diyl bis(3-hexylundecanoate)